NC=1C2=C(N=CN1)N(C(=C2C2=CC=C(C=1OCOC12)Cl)C#CC1[C@@H]2CN(C[C@H]12)C(C=C)=O)C 1-((1R,5S,6s)-6-((4-amino-5-(7-chlorobenzo[d][1,3]dioxol-4-yl)-7-methyl-7H-pyrrolo[2,3-d]pyrimidin-6-yl)ethynyl)-3-azabicyclo[3.1.0]hexan-3-yl)prop-2-en-1-one